trichloroacetamide hydrochloride Cl.ClC(C(=O)N)(Cl)Cl